FC1([C@H]2[C@@H](N(C1)C(=O)OC(C)(C)C)CC(N2C(C2=CC=CC=C2)(C2=CC=CC=C2)C2=CC=CC=C2)=O)F (cis)-tert-Butyl 3,3-difluoro-5-oxo-4-tritylhexahydropyrrolo[3,2-b]pyrrole-1(2H)-carboxylate